acrylamido-tertiarybutylsulfonic acid C(C=C)(=O)NCC(C)(C)S(=O)(=O)O